2-Amino-4-(butylamino)-6-(4-(morpholinomethyl)benzyl)pyrimidine ethyl-2-oxocyclopentane-1-carboxylate C(C)OC(=O)C1C(CCC1)=O.NC1=NC(=CC(=N1)NCCCC)CC1=CC=C(C=C1)CN1CCOCC1